Diphenyl-iso-decylphosphit C1(=CC=CC=C1)C(CCCCCCC(C)C)(P([O-])([O-])[O-])C1=CC=CC=C1